(2-Chloro-3-methoxyphenyl)-[rac-(3R,9aS)-3-(5-chloro-3-pyridyl)-3,4,6,7,9,9a-hexahydro-1H-pyrazino[2,1-c][1,4]oxazin-8-yl]methanon ClC1=C(C=CC=C1OC)C(=O)N1C[C@H]2CO[C@@H](CN2CC1)C=1C=NC=C(C1)Cl |r|